ClC=1C=C(C=NC1OC)NC=1C2=C(N=CN1)C=CC(=N2)N2CC1(CCN1C(C=C)=O)C2 1-(6-(4-((5-chloro-6-methoxypyridin-3-yl)amino)pyrido[3,2-d]pyrimidin-6-yl)-1,6-diazaspiro[3.3]heptan-1-yl)prop-2-en-1-one